6-Amino-2-benzyl-5-(hydroxymethyl)isoindolin-1-one tert-Butyl-(2R,5S)-4-(7-(3-chlorophenyl)-5-iodo-7H-pyrrolo[2,3-d]pyrimidin-4-yl)-2,5-dimethylpiperazine-1-carboxylate C(C)(C)(C)OC(=O)N1[C@@H](CN([C@H](C1)C)C=1C2=C(N=CN1)N(C=C2I)C2=CC(=CC=C2)Cl)C.NC2=C(C=C1CN(C(C1=C2)=O)CC2=CC=CC=C2)CO